bis(4-(4-tert-butylphenylthio)phenyl)sulfone C(C)(C)(C)C1=CC=C(C=C1)SC1=CC=C(C=C1)S(=O)(=O)C1=CC=C(C=C1)SC1=CC=C(C=C1)C(C)(C)C